N2-acetyl-N2-(2-aminoethyl)-D-arginine C(C)(=O)N([C@H](CCCNC(N)=N)C(=O)O)CCN